N=1N=CN(C1)C=1C=C(C2=C(NN=N2)C1)OCCOCCCCNCC1=CC(=C(C=C1)OC(F)(F)F)Cl 4-(2-((6-(4H-1,2,4-triazol-4-yl)-1H-benzo[d][1,2,3]triazol-4-yl)oxy)ethoxy)-N-(3-chloro-4-(trifluoromethoxy)benzyl)butan-1-amine